sodium 2-[8-chloro-9-(dimethylamino)-2-{methyl[2-(2-methylimidazol-1-yl)ethyl]amino}-5-oxobenzo[b]1,8-naphthyridin-10-yl]acetate ClC=1C=CC2=C(N(C=3N=C(C=CC3C2=O)N(CCN2C(=NC=C2)C)C)CC(=O)[O-])C1N(C)C.[Na+]